C(C1=CC=CC=C1)C1CCN(CC1)C(C(=O)NC1=CC=C(C=C1)S(N)(=O)=O)C 2-(4-Benzylpiperidin-1-yl)-N-(4-sulfamoylphenyl)-2-methylacetamide